2-(4-fluoro-4-(((3S,4r,5R)-3,4,5-tris(benzyloxy)piperidin-1-yl)methyl)piperidin-1-yl)-3-(trifluoromethyl)pyridine FC1(CCN(CC1)C1=NC=CC=C1C(F)(F)F)CN1C[C@@H](C([C@@H](C1)OCC1=CC=CC=C1)OCC1=CC=CC=C1)OCC1=CC=CC=C1